diaminothiourea copper [Cu].NNC(NN)=S